ClC1=C(C=CC(=C1)Cl)[C@@H](C)NC1=CC(=NC=2N1N=CN2)N2CC(C2)N2CCN(CC2)C#N 4-(1-(7-(((R)-1-(2,4-dichlorophenyl)ethyl)amino)-[1,2,4]triazolo[1,5-a]pyrimidin-5-yl)azetidin-3-yl)piperazin-1-carbonitrile